CS(=O)(=O)N1CCN(CC1)C1=NC=C(C=N1)CC(=O)O [2-(4-methanesulfonyl-piperazin-1-yl)-pyrimidin-5-yl]-acetic acid